1-(4-methylphenyl)-4-cyanopiperidine CC1=CC=C(C=C1)N1CCC(CC1)C#N